CC1(CCCC1)OC(C(=C)C)=O 1-methylcyclopentylmethacrylate